5-(3-(1-methyl-1H-pyrazol-4-yl)pyrazolo[1,5-a]pyridin-5-yl)-N-((1-methylpiperidin-4-yl)methyl)-7H-pyrrolo[2,3-d]pyrimidin-2-amine CN1N=CC(=C1)C=1C=NN2C1C=C(C=C2)C2=CNC=1N=C(N=CC12)NCC1CCN(CC1)C